1-(difluoromethyl)-1H-pyrazole-5-carbonitrile FC(N1N=CC=C1C#N)F